FC(C=1C=C(C(C(=O)O)=CC1)O)(F)F 4-(trifluoromethyl)salicylic acid